10-methyl-9-oxo-7,14-dioxa-10,19,20-triazatetracyclo[13.5.2.12,6.018,21]tricosa-1(20),2,4,6(23),15,17,21-heptaene-4-carbonitrile CN1C(COC=2C=C(C=C(C3=NNC4=CC=C(OCCC1)C=C34)C2)C#N)=O